2-((2R,5S)-2-(3-(2-(dimethylamino)ethoxy)phenyl)-5-methylpiperidin-1-yl)-2-oxo-N-(1H-pyrazolo[4,3-c]pyridin-7-yl)acetamide CN(CCOC=1C=C(C=CC1)[C@@H]1N(C[C@H](CC1)C)C(C(=O)NC=1C2=C(C=NC1)C=NN2)=O)C